[4-[3-(azetidin-3-yloxymethyl)cyclobutyl]-3-methyl-2-oxo-benzoimidazol-1-yl]piperidine-2,6-dione N1CC(C1)OCC1CC(C1)C1=CC=CC=2N(C(N(C21)C)=O)N2C(CCCC2=O)=O